C[Si](CCOC(=O)NCCCC(=O)O)(C)C 4-(((2-(trimethylsilyl)ethoxy)carbonyl)amino)butanoic acid